(R)-1-((4-hydroxycyclohexane-1-carbonyl)piperidin-3-yl)-1-methylurea OC1CCC(CC1)C(=O)N1C[C@@H](CCC1)N(C(=O)N)C